NCC=1C=C(C=CC1)C1=CC(=C(C=2C=COC21)OC)COC2=C(C=CC=C2)CC(=O)OCC ethyl 2-(2-((7-(3-(aminomethyl)phenyl)-4-methoxybenzofuran-5-yl)methoxy)phenyl)acetate